4-[4-(2,3-dichlorophenyl)-1-piperazinyl]-1-(4-fluorophenyl)-4-oxo-1-butanone ClC1=C(C=CC=C1Cl)N1CCN(CC1)C(CCC(=O)C1=CC=C(C=C1)F)=O